C(CC)NC1=CC=C(C=N1)NC(=N)N 1-(6-(propylamino)pyridin-3-yl)guanidine